(3-chloro-4-methoxyphenyl)cyclopropane-1-carbonitrile ClC=1C=C(C=CC1OC)C1(CC1)C#N